ClC1=C(OCC=2C=C(C=CC2)[C@H](C2CCN(CC2)CC2=NC3=C(N2CC2=CN=CN2CC)C=C(C=C3)C(=O)O)F)C=CC(=C1)Cl 2-({4-[(S)-{3-[(2,4-dichlorophenoxy)methyl]phenyl}(fluoro)methyl]piperidin-1-yl}methyl)-1-[(1-ethyl-1H-imidazol-5-yl)methyl]-1H-1,3-benzodiazole-6-carboxylic acid